BrC1=CC(=C(C=C1)NC(C)=O)C=O N-(4-bromo-2-formylphenyl)acetamide